Cl.FC1=C(C=CC(=C1C1=CC2=C(N=C(N=C2)NCCC2=CC=C3CCNCC3=C2)N(C1=O)C)F)NS(=O)(=O)N1C[C@@H](CC1)F (3R)-N-[2,4-difluoro-3-[8-methyl-7-oxo-2-[2-(1,2,3,4-tetrahydroisoquinolin-7-yl)ethylamino]pyrido[2,3-d]pyrimidin-6-yl]phenyl]-3-fluoropyrrolidine-1-sulfonamide hydrochloride